7-methylpyrazolo[1,5-a]quinoxalin-4(5H)-one CC=1C=C2NC(C=3N(C2=CC1)N=CC3)=O